7-[4-(4-Benzo[d]isothiazol-3-yl-piperazin-1-yl)-butyl]-hexahydro-pyrazino[1,2-c]pyrimidine-6,8-dione S1N=C(C2=C1C=CC=C2)N2CCN(CC2)CCCCN2C(N1C(CC2=O)CNCC1)=O